C(C)C=1C(=C(C(=C2N(C(C(N2)=O)=O)CCCCCC)OC)C=CC1)OC ethylhexyl-dimethoxybenzylidenedioxoimidazoline